C(C)(C)(C)OC(CBr)=O bromo-acetic acid tert-butylester